(3E,13E)-3,13-octadecadienylbutyloxymethyl ether C(C\C=C\CCCCCCCC\C=C\CCCC)C(OCCCC)OC(CC\C=C\CCCCCCCC\C=C\CCCC)OCCCC